COC(=O)C1[C@@H]2CC[C@H](C(N1)=O)N2 (1S,5R)-4-oxo-3,8-diazabicyclo[3.2.1]Octane-2-carboxylic acid methyl ester